(S)-3-(4-(7-chloro-3-methyl-2-oxo-2,3-dihydro-1H-benzo[d]imidazol-1-yl)phenyl)-2-(tritylamino)propionic acid methyl ester COC([C@H](CC1=CC=C(C=C1)N1C(N(C2=C1C(=CC=C2)Cl)C)=O)NC(C2=CC=CC=C2)(C2=CC=CC=C2)C2=CC=CC=C2)=O